C(C)(C)(C)OC(=O)NC=1C=2N(C3=C(N1)C=NC(=C3)C(=O)O)C=NC2 4-((tertbutoxycarbonyl)amino)imidazo[1,5-a]pyrido[3,4-e]pyrazine-8-carboxylic acid